1-hydroxy-3,4-dihydronaphthalene-2-carboxylic acid allyl ester C(C=C)OC(=O)C1=C(C2=CC=CC=C2CC1)O